FC1=C(C=C(C(=C1)C(NC1=C(C=CC=C1C)F)=O)O[C@H](C(F)(F)F)C)N1N=C(N(C1=O)C)C(=O)O 1-(2-fluoro-4-[(2-fluoro-6-methylphenyl)carbamoyl]-5-{[(2S)-1,1,1-trifluoroprop-2-yl]oxy}phenyl)-4-methyl-5-oxo-4,5-dihydro-1H-1,2,4-triazole-3-carboxylic acid